6-[2-(2,6-dichloro-3,5-dimethoxy-anilino)-3-pyridinyl]-N-[4-(1-methylpyrrolidin-3-yl)oxy-2-nitro-phenyl]pyrimidin-4-amine ClC1=C(NC2=NC=CC=C2C2=CC(=NC=N2)NC2=C(C=C(C=C2)OC2CN(CC2)C)[N+](=O)[O-])C(=C(C=C1OC)OC)Cl